((8-chloro-[1,2,4]triazolo[4,3-a]quinazolin-5-yl)(methyl)amino)-N,N-dimethyl-[1,1'-biphenyl]-4-sulfonamide ClC1=CC=C2C(=NC=3N(C2=C1)C=NN3)N(C)C3=C(C=CC(=C3)S(=O)(=O)N(C)C)C3=CC=CC=C3